COCCCN1CC=2N(CC1)N=C(C2)[N+](=O)[O-] 5-(3-Methoxypropyl)-2-nitro-4,5,6,7-tetrahydropyrazolo[1,5-a]pyrazine